Cl.ClC1=CN=C(S1)CN 1-(5-chloro-1,3-thiazol-2-yl)methanamine hydrochloride